C(C)(C)(C)C1=CC(=CC(=C1O)C(C)(C)C)C=[N+]=[N-] 2,6-di-tert-butyl-alpha-diazo-p-cresol